N-(5-(4-(benzylamino)quinazolin-6-yl)pyridin-3-yl)methanesulfonamide C(C1=CC=CC=C1)NC1=NC=NC2=CC=C(C=C12)C=1C=C(C=NC1)NS(=O)(=O)C